3-(2-Hydroxyphenyl)-N-(4-(1-piperidinylsulfonyl)phenyl)-1H-pyrazole-5-carboxamide OC1=C(C=CC=C1)C1=NNC(=C1)C(=O)NC1=CC=C(C=C1)S(=O)(=O)N1CCCCC1